FC=1C=C(CC2=CC=C(N=N2)C2C(=NN(C(C2)=O)C)C(=O)N)C=CC1 (6-(3-fluorobenzyl)pyridazin-3-yl)-1-methyl-6-oxo-1,4,5,6-tetrahydropyridazine-3-carboxamide